(((5-Chloropyridin-3-yl)methyl)amino)-6-(3,5-dimethylisoxazol-4-yl)-N-(pyridin-4-ylmethyl)quinazoline-2-carboxamide ClC=1C=C(C=NC1)CNC1=NC(=NC2=CC=C(C=C12)C=1C(=NOC1C)C)C(=O)NCC1=CC=NC=C1